tert-butyl-(2R,4R)-4-((6-((1-(tert-butyl)-5-methyl-1H-pyrazol-3-yl)amino)-4-chloro-3-fluoropyridin-2-yl)methyl)-1-(3-chloro-2-fluorobenzyl)-2-methylpiperidine-4-carboxylate C(C)(C)(C)OC(=O)[C@]1(C[C@H](N(CC1)CC1=C(C(=CC=C1)Cl)F)C)CC1=NC(=CC(=C1F)Cl)NC1=NN(C(=C1)C)C(C)(C)C